C(C)(C)(C)OC(=O)N\C(=N/C(=O)OC(C)(C)C)\N1CCN(CC1)C1=C(C=C(C(=O)NC2=CC=C(C=C2)N2CCN(CC2)\C(\NC(=O)OC(C)(C)C)=N\C(OC(C)(C)C)=O)C=C1)C tert-butyl ((E)-(4-(4-(4-(4-((E)-N,N'-bis(tert-butoxycarbonyl)carbamimidoyl)piperazin-1-yl)-3-methylbenzamido) phenyl)piperazin-1-yl)((tert-butoxycarbonyl)amino)methylene)carbamate